C1(CCCC1)CN1CC(NC2=NC=C(N=C21)C=2C(=NC(=CC2)C2=NN=CN2)C)=O 4-(cyclopentylmethyl)-6-(2-methyl-6-(4H-1,2,4-triazol-3-yl)pyridin-3-yl)-3,4-dihydropyrazino[2,3-b]pyrazin-2(1H)-one